ClC1=CC2=C(C=N1)SC=N2 6-chlorothiazolo[5,4-c]pyridine